C(C)OP(O)(=O)C1=C(C=CC=C1)C(C1=C(C=C(C=C1C)C)C)=O (2,4,6-trimethylbenzoyl)-phenylphosphonic acid ethyl ester